BrC=1C(=C(C(=CC1)F)C1C(NC(CC1)=O)=O)F 3-(3-bromo-2,6-difluorophenyl)piperidine-2,6-dione